5-(isoindolin-2-ylmethyl)-2-(piperidin-4-ylmethoxy)benzonitrile C1N(CC2=CC=CC=C12)CC=1C=CC(=C(C#N)C1)OCC1CCNCC1